P(=S)(OCCCCCCCCOC(C=C)=O)(O)O acryloxyoctyl dihydrogen thiophosphate